O1N=C(C=C1)N(S(=O)(=O)C1=CC(=C(C=C1)[N+](=O)[O-])OC)COCC[Si](C)(C)C N-(isoxazol-3-yl)-3-methoxy-4-nitro-N-((2-(trimethylsilyl)ethoxy)methyl)benzenesulfonamide